5-(4-((1H-indazol-5-yl)amino)pyridin-2-yl)-N-(pyridazin-4-yl)-1H-indole-2-carboxamide N1N=CC2=CC(=CC=C12)NC1=CC(=NC=C1)C=1C=C2C=C(NC2=CC1)C(=O)NC1=CN=NC=C1